NC=1N=C(C(=NC1C1=C(C(=CC=C1)Cl)Cl)C(=O)NN)N1CCC2(CCC[C@H]2N)CC1 (R)-5-amino-3-(1-amino-8-azaspiro[4.5]decan-8-yl)-6-(2,3-dichlorophenyl)pyrazine-2-carboxylic acid hydrazide